heptanetriol CCCCCCC(O)(O)O